6-bromo-8-chloro-N-(3,3-dimethyltetrahydro-2H-pyran-4-yl)pyrido[3,4-d]pyrimidin-4-amine BrC1=CC2=C(N=CN=C2NC2C(COCC2)(C)C)C(=N1)Cl